NCC=1N=C2N(C=C(C=C2N(C(OC(C)(C)C)=O)C)C2CC2)C1 tert-butyl (2-(aminomethyl)-6-cyclopropylimidazo[1,2-a]pyridin-8-yl)(methyl)carbamate